NC1=C(C=2C(=NC(=CC2OC)C)N1C1=C2C=NN(C2=CC(=C1C)F)C1OCCCC1)C#N 2-amino-1-(6-fluoro-5-methyl-1-(tetrahydro-2H-pyran-2-yl)-1H-indazol-4-yl)-4-methoxy-6-methyl-1H-pyrrolo[2,3-b]pyridine-3-carbonitrile